(E)-1-(3-azido-4-bromobut-1-en-1-yl)-4-bromobenzene N(=[N+]=[N-])C(/C=C/C1=CC=C(C=C1)Br)CBr